F[C@H]1CN(CC[C@H]1NC1=C2C=C(N(C2=CC=C1)CC(F)(F)F)C#CCNC1=C(C=C(C(=O)OC)C=C1)OC)CCO methyl 4-{[3-(4-{[(3S,4R)-3-fluoro-1-(2-hydroxyethyl)piperidin-4-yl]amino}-1-(2,2,2-trifluoroethyl)-1H-indol-2-yl)prop-2-yn-1-yl] amino}-3-methoxybenzoate